COC1(COC1)C1=CC=C(S1)S(=O)(=O)Cl 5-(3-methoxyoxetan-3-yl)thiophene-2-sulfonyl chloride